C[Si](C)(C)C#CC1=CC=C(C=C1)N(C1=CC=C(C=C1)C#C[Si](C)(C)C)C1=CC=C(C=C1)C#C[Si](C)(C)C tri(4-trimethylsilylethynyl-phenyl)amine